tert-butyl (1S,4S)-5-(7-bromo-2,8-difluoro-6-iodoquinazolin-4-yl)-2,5-diazabicyclo[2.2.1]heptane-2-carboxylate BrC1=C(C=C2C(=NC(=NC2=C1F)F)N1[C@@H]2CN([C@H](C1)C2)C(=O)OC(C)(C)C)I